(5-Aminopyridin-2-yl)(1-(pyridin-2-yl)cyclopropyl)methanone NC=1C=CC(=NC1)C(=O)C1(CC1)C1=NC=CC=C1